CC1([C@H]2CN([C@@H]([C@@H]12)C(=O)OC)C([C@H](C(C)C)NC(CC1CCOCC1)=O)=O)C methyl (1R,2S,5S)-6,6-dimethyl-3-[(2S)-3-methyl-2-[(2-tetrahydropyran-4-ylacetyl) amino]butanoyl]-3-azabicyclo[3.1.0]hexane-2-carboxylate